1,3,5-trimethyl-2,4,6-tris(3,5-di-tert-butyl-4-carboxybenzyl)benzene CC1=C(C(=C(C(=C1CC1=CC(=C(C(=C1)C(C)(C)C)C(=O)O)C(C)(C)C)C)CC1=CC(=C(C(=C1)C(C)(C)C)C(=O)O)C(C)(C)C)C)CC1=CC(=C(C(=C1)C(C)(C)C)C(=O)O)C(C)(C)C